1-nitro-4-vinylbenzene [N+](=O)([O-])C1=CC=C(C=C1)C=C